C1(CC2C(CC1)O2)CC[Si](OCCC)(C)C (3,4-epoxycyclohexyl)ethyl-dimethylpropoxysilane